N-((1S,2R)-2-(6-fluoro-2,3-dimethylphenyl)-1-(5-oxo-4,5-dihydro-1,3,4-oxadiazol-2-yl)propyl)-1-oxo-1,3-dihydroisobenzofuran-4-sulfonamide FC1=CC=C(C(=C1[C@H]([C@@H](C=1OC(NN1)=O)NS(=O)(=O)C=1C=2COC(C2C=CC1)=O)C)C)C